TRICINE HCL Cl.N(CC(=O)O)C(CO)(CO)CO